Bis(isothiocyanato)bipyridylamine N(=C=S)C=1C(=C(C(=NC1)C1=NC=CC=C1)N)N=C=S